ClC1=C(C(=O)N2CCN(CC2)C(=O)C2CCN(CC2)C(=O)OC(C)(C)C)C=CC(=C1)NC(=O)C=1N(C(=CN1)C=1C(=NNC1)C(F)(F)F)C tert-butyl 4-(4-(2-chloro-4-(1-methyl-5-(3-(trifluoromethyl)-1H-pyrazol-4-yl)-imidazole-2-carboxamido)benzoyl)piperazine-1-carbonyl)piperidine-1-carboxylate